ClC1=C(C=C(C(=C1)F)N1C(N(C(=CC1=O)C(F)(F)F)C)=O)SC(C(=O)OCC1OCCC1)C1CC1 Tetrahydrofuran-2-ylmethyl ({2-chloro-4-fluoro-5-[3-methyl-2,6-dioxo-4-(trifluoromethyl)-3,6-dihydropyrimidin-1(2H)-yl]phenyl}sulfanyl)(cyclopropyl)acetate